NC1=NC(N(C=C1)C1=CC=C(C=C1)C1CO[C@H](CN1C(C(F)(F)F)=O)CNC(OC(C)(C)C)=O)=O tert-butyl (((2S)-5-(4-(4-amino-2-oxopyrimidin-1(2H)-yl)phenyl)-4-(2,2,2-trifluoroacetyl)morpholin-2-yl)methyl)carbamate